BrC=1C2=C(C(N(C1)C)=O)N(C(=C2C=2OC(=NN2)C2CC2)C)COCC[Si](C)(C)C 4-bromo-3-(5-cyclopropyl-1,3,4-oxadiazol-2-yl)-2,6-dimethyl-1-((2-(trimethylsilyl)ethoxy)methyl)-1H-pyrrolo[2,3-c]pyridin-7(6H)-one